COC=1C=CC=C2C(NC(=NC12)CSC1CCOCC1)=O 8-methoxy-2-(((tetrahydro-2H-pyran-4-yl)thio)methyl)quinazolin-4(3H)-one